Lithium 2-methoxyphenoxide COC1=C([O-])C=CC=C1.[Li+]